[2H]C(\C(\C)=N\NC(C1=CC=CC=C1)=O)([2H])[2H] (E)-N-[(2,2,2-Trideuterio-1-methyl-ethylidene)amino]benzamide